fluorophenyl ketone FC1=C(C=CC=C1)C(=O)C1=C(C=CC=C1)F